COC(C1=CC(=CC=C1)NC(CC1=C(C=CC(=C1)Cl)OC)=O)=O 3-[[2-(5-chloro-2-methoxy-phenyl)acetyl]amino]benzoic acid methyl ester